The molecule is an S-acyl-4'-phosphopantetheine obtained by formal condensation of the thiol group of D-pantetheine 4'-phosphate with the carboxy group of cholic acid. It has a role as a mouse metabolite. It derives from a cholic acid. It is a conjugate acid of a S-choloyl-4'-phosphopantetheine(2-). C[C@H](CCC(=O)SCCNC(=O)CCNC(=O)[C@@H](C(C)(C)COP(=O)(O)O)O)[C@H]1CC[C@@H]2[C@@]1([C@H](C[C@H]3[C@H]2[C@@H](C[C@H]4[C@@]3(CC[C@H](C4)O)C)O)O)C